(1R,2S)-2,6-Dimethyl-1-indanamin C[C@@H]1[C@H](C2=CC(=CC=C2C1)C)N